ethyl (2S,3S)-2-amino-3-(4-bromothiazol-2-yl)-3-(((S)-tert-butylsulfinyl)amino)propanoate N[C@H](C(=O)OCC)[C@H](N[S@@](=O)C(C)(C)C)C=1SC=C(N1)Br